C([O-])(O)=O.[Na+].C([O-])(O)=O.[Na+] Natrium carbonat Natrium bicarbonat